C(C)(C)(C)OC(=O)N1N=C(C=C1)OCCC1(CC1)C(F)(F)F 3-[2-[1-(trifluoromethyl)cyclopropyl]ethoxy]pyrazole-1-carboxylic acid tert-butyl ester